ClC1=CC=C(C=C1)NC(CN1N=NC(=C1)C1=CC=C(C=C1)Cl)=O N-(4-chlorophenyl)-2-(4-(4-chlorophenyl)-1H-1,2,3-triazol-1-yl)acetamide